5-bromopentyl (4-butylbenzyl) carbonate C(OCCCCCBr)(OCC1=CC=C(C=C1)CCCC)=O